5-(3-Ethoxy-4-hydroxybenzylidene)-1-(4-methoxyphenyl)pyrimidine-2,4,6(1H,3H,5H)-trione C(C)OC=1C=C(C=C2C(NC(N(C2=O)C2=CC=C(C=C2)OC)=O)=O)C=CC1O